3-methyl-6-(1-methylpyrazol-4-yl)-4-(4-piperidinyl)pyrazolo[1,5-a]pyrazine CC=1C=NN2C1C(=NC(=C2)C=2C=NN(C2)C)C2CCNCC2